N-(5-bromothiazolo[5,4-b]pyridin-2-yl)-4-(2-methoxy-5-(methylsulfonyl)phenyl)-6-methylnicotinamide BrC1=CC=C2C(=N1)SC(=N2)NC(C2=CN=C(C=C2C2=C(C=CC(=C2)S(=O)(=O)C)OC)C)=O